(3-cyanophenyl)sydnone C(#N)C=1C=C(C=CC1)[N+]=1[N-]OC(C1)=O